benzyldiethylammonium tetrafluoroborate F[B-](F)(F)F.C(C1=CC=CC=C1)[NH+](CC)CC